3-(piperidin-4-ylmethoxy)-4-(trifluoromethyl)pyridine hydrochloride Cl.N1CCC(CC1)COC=1C=NC=CC1C(F)(F)F